O=C([C@H](O)[C@@H](O)[C@H](O)[C@H](O)CO)[O-].C(C(O)C)(=O)[O-].[Ca+2] calcium lactate gluconate salt